C1=CC=CCC1 1,3-Cyclohexadiene